8-methyl-6-[(3S)-1-methyl-5-oxo-pyrrolidin-3-yl]oxy-2-thieno[3,2-c]pyridin-6-yl-3H-quinazolin-4-one CC=1C=C(C=C2C(NC(=NC12)C1=CC2=C(C=N1)C=CS2)=O)O[C@@H]2CN(C(C2)=O)C